C(C)N1C(N(C(C12CCN(CC2)CC2CCOCC2)=O)C2CCC1(CC1)CC2)=O 1-ethyl-3-(spiro[2.5]oct-6-yl)-8-((tetrahydro-2H-pyran-4-yl)methyl)-1,3,8-triazaspiro[4.5]decane-2,4-dione